NC=1SC=C(N1)/C(/C(=O)NC1B(OC2=C(C1)C=CC=C2C(=O)O)O)=N/O (Z)-3-(2-(2-aminothiazol-4-yl)-2-(hydroxyimino)acetamido)-2-hydroxy-3,4-dihydro-2H-benzo[e][1,2]oxaborinine-8-carboxylic acid